(S)-2-(6-chloro-2-((S)-3-methoxypyrrolidine-1-Carbonyl)-1,2,3,4-tetrahydroisoquinolin-8-yl)pyrrolidine-1-carboxylate ClC=1C=C2CCN(CC2=C(C1)[C@H]1N(CCC1)C(=O)[O-])C(=O)N1C[C@H](CC1)OC